C(CC)(=O)[O-].C(CC)(=O)[O-].[NH4+].[NH4+] ammonium propionate (propionate)